OC1=CC=C(C=C2C(N(/C(/S2)=N/C2=CC=C(C=C2)S(=O)(=O)N)C2=CC=CC=C2)=O)C=C1 4-(((2Z)-5-(4-hydroxybenzylidene)-4-oxo-3-phenylthiazolidin-2-ylidene)amino)benzenesulphonamide